3-bromo-1-methyl-2-oxocyclopent-3-ene-1-carboxylic acid ethyl ester C(C)OC(=O)C1(C(C(=CC1)Br)=O)C